monophenylsilanediol C1(=CC=CC=C1)[SiH](O)O